2-(2-(2-methoxyethoxy)ethoxy)benzene-1-sulfonyl chloride COCCOCCOC1=C(C=CC=C1)S(=O)(=O)Cl